FC1=C(C=CC(=C1)N1C[C@@H](NCC1)C(C)C)NC(=O)C=1C(=CC=2N(C1)C=C(N2)C)OC (S)-N-(2-fluoro-4-(3-isopropylpiperazin-1-yl)phenyl)-7-methoxy-2-methylimidazo[1,2-a]pyridine-6-carboxamide